1,1-dimethyl-3-(4-methylphenyl)urea CN(C(=O)NC1=CC=C(C=C1)C)C